C1=CC(=C(C2=C1NC=C2O[C@H]3[C@@H]([C@H]([C@@H]([C@H](O3)C(=O)[O-])O)O)O)Cl)Br.[Na+] 5-Bromo-4-chloro-3-indolyl-β-D-glucuronic acid